(7-azabicyclo[2.2.1]heptan-7-yl)(7-phenylpyrazolo[1,5-a]pyridin-3-yl)methanone C12CCC(CC1)N2C(=O)C=2C=NN1C2C=CC=C1C1=CC=CC=C1